O=C1NC[C@@H](N1)C(=O)O (R)-2-oxoimidazolidine-4-carboxylic acid